ClC1=CC=NC2=CC=C(C=C12)C1=C(C=C(C(=O)N2CC(NCC2)=O)C=C1)F 4-(4-(4-chloroquinolin-6-yl)-3-fluorobenzoyl)piperazin-2-one